[Fe]=S iron sulfide